4-{(3S)-3-[(tert-butoxycarbonyl)amino]piperidin-yl}-1-(4-methoxybenzyl)-1H-pyrazolo[3,4-b]pyridine-5-carboxylic acid C(C)(C)(C)OC(=O)N[C@@H]1CN(CCC1)C1=C2C(=NC=C1C(=O)O)N(N=C2)CC2=CC=C(C=C2)OC